(Z)-Cyclooct-4-en-1-yl (3-(((1r,4r)-4-((5-chloro-4-(5-(cyclopropylmethyl)-1-methyl-1H-pyrazol-4-yl)pyrimidin-2-yl)amino)cyclohexyl)amino)propyl)carbamate ClC=1C(=NC(=NC1)NC1CCC(CC1)NCCCNC(OC1CC\C=C/CCC1)=O)C=1C=NN(C1CC1CC1)C